BrC=1C=NC=CC1COC 3-Bromo-4-(methoxymethyl)pyridin